C12(CC3CC(CC(C1)C3)C2)NC2=NC(=NC(=N2)OCCOCCOCCOCCOCCOCCN=[N+]=[N-])Cl ((3s,5s,7s)-adamantan-1-yl)-4-((17-azido-3,6,9,12,15-pentaoxaheptadecyl)oxy)-6-chloro-1,3,5-triazin-2-amine